N-benzyl-2-[methyl[2-(pyridin-2-yl)-5H,6H,7H-cyclopenta[d]pyrimidin-4-yl]amino]acetamide C(C1=CC=CC=C1)NC(CN(C=1C2=C(N=C(N1)C1=NC=CC=C1)CCC2)C)=O